methyl (E)-3-(2-oxo-4-(o-tolyl)-2H-chromen-7-yl)acrylate O=C1OC2=CC(=CC=C2C(=C1)C1=C(C=CC=C1)C)/C=C/C(=O)OC